tert-Butyl N-[2-[2-[2-[[3-[(4S)-6,8-dichloro-2-methyl-3,4-dihydro-1H-isoquinolin-4-yl]phenyl]sulfonylamino]ethoxy]ethoxy]ethyl]carbamate ClC=1C=C2[C@@H](CN(CC2=C(C1)Cl)C)C=1C=C(C=CC1)S(=O)(=O)NCCOCCOCCNC(OC(C)(C)C)=O